FC1(CCN(CC1)CC1=C(C=C(CNC=2C=3C4=C(C(N(C4=CC2)C2C(NC(CC2)=O)=O)=O)C=CC3)C=C1)F)F 3-(6-((4-((4,4-difluoropiperidin-1-yl)methyl)-3-fluorobenzyl)amino)-2-oxobenzo[cd]indol-1(2H)-yl)piperidine-2,6-dione